COC(CCCN1C2=CC(=CC=C2C=2C=CN=C(C12)C)OC)=O 4-(7-Methoxy-1-methyl-β-carbolin-9-yl)butyric acid methyl ester